N-(4-(4-fluoro-1-isopropyl-1H-benzo[d]imidazol-6-yl)-5-methylpyridin-2-yl)-3-(methylsulfonamido)cyclohexane-1-carboxamide FC1=CC(=CC=2N(C=NC21)C(C)C)C2=CC(=NC=C2C)NC(=O)C2CC(CCC2)NS(=O)(=O)C